((S)-3-methoxy-5,6,7,8-tetrahydroquinolin-5-yl)-2-methylpropane-2-sulfinamide COC=1C=NC=2CCC[C@H](C2C1)CC(C)(S(=O)N)C